Tert-butyl 4-(5-(1,3,4-oxadiazol-2-yl)pyridin-2-yl)piperazine-1-carboxylate O1C(=NN=C1)C=1C=CC(=NC1)N1CCN(CC1)C(=O)OC(C)(C)C